C1(=CC=CC=C1)C1=CC(=NC(=C1)C1=CC=CC=C1)C1=NC=CC=C1 4,6-diphenyl-2,2'-bipyridine